C(CC)[SiH2]CC(O[Si](C)(C)C)O[Si](C)(C)C propylbis(trimethylsiloxy)ethylsilane